C(C)(C)(C)OC(=O)N1C[C@H](CC1)C(=O)O (S)-1-(tert-butyloxycarbonyl)pyrrolidine-3-carboxylic acid